7-chloro-3-propyl-1,9-dihydro-[1,2]thiazino[4,3-g]indole 2,2-dioxide ClC1=CNC=2C3=C(C=CC12)C=C(S(N3)(=O)=O)CCC